C(C)(C)(C)OC(=O)N(C(OC(C)(C)C)=O)C[C@@H]1C[C@H](C1)N1N=C(C(=C1)NC1=NC=CC=C1)C1CC1 tert-butyl N-tert-butoxycarbonyl-N-((trans-3-(3-cyclopropyl-4-(2-pyridylamino)pyrazol-1-yl)cyclobutyl)methyl)carbamate